C(CCCCCCC)SCC1=C(C(=CC(=C1)CSCCCCCCCC)C)O 2,4-Dioctylthiomethyl-6-methylphenol